COC=1C=C(C=CC1OC)C1=CC=NC=2N1N=C(C2)C(=O)NC21CC(C2)(C1)NC(=O)N1CCOCC1 N-(3-(7-(3,4-dimethoxy-phenyl)pyrazolo[1,5-a]pyrimidine-2-carboxamido)bicyclo[1.1.1]pentan-1-yl)morpholine-4-carboxamide